C(C)(C)(C)C=1C=C(C=C(C1O)C(C)(C)C)CCC1=NC(=NC(=N1)CCC1=CC(=C(C(=C1)C(C)(C)C)O)C(C)(C)C)CCC1=CC(=C(C(=C1)C(C)(C)C)O)C(C)(C)C 2,4,6-tris(3,5-di-tert-butyl-4-hydroxyphenyl-ethyl)-1,3,5-triazine